3-methyl-2-pentyl-2-cyclopentene-1-one CC1=C(C(CC1)=O)CCCCC